3,3,5-trimethylcyclohexyl ethyl ether C(C)OC1CC(CC(C1)C)(C)C